FC1(CC(C1)(O)C1=CC=C(C=N1)N1CC=2C(=NC=CC2C1=O)C1=C(C=CC=C1)OCC(F)(F)F)F 2-[6-(3,3-difluoro-1-hydroxycyclobutyl)pyridin-3-yl]-4-[2-(2,2,2-trifluoroethoxy)phenyl]-2,3-dihydro-1H-pyrrolo[3,4-c]pyridin-1-one